OC1=NC(=NC(=N1)C1=C(C=C(C=C1)OCCO)O)C1=C(C=C(C=C1)C)C 2-hydroxy-4-(2-hydroxy-4-(2-hydroxy-ethoxy)phenyl)-6-(2,4-dimethylphenyl)-s-triazine